tert-Butyl N-[4-cyano-5-[4-[2-[[3-[(2,2-difluorocyclopropyl)methyl]isoxazol-5-yl]amino]-2-oxoethyl]phenyl]-2-isopropyl-pyrazol-3-yl]carbamate C(#N)C1=C(N(N=C1C1=CC=C(C=C1)CC(=O)NC1=CC(=NO1)CC1C(C1)(F)F)C(C)C)NC(OC(C)(C)C)=O